3,3'-dithiobis(1-propanephosphonic acid) C(CCSSCCCP(O)(=O)O)P(O)(=O)O